OCCNCNCCO 2-[(2-hydroxyethylamino)methylamino]ethanol